2-(2-(azetidin-3-ylidene)pentyl)isoindoline-1,3-dione N1CC(C1)=C(CN1C(C2=CC=CC=C2C1=O)=O)CCC